(E)-3-[3-[(2-Bromo-4-chlorophenoxy)methyl]-4-methoxyphenyl]-1-(4-hydroxyphenyl)prop-2-en-1-one BrC1=C(OCC=2C=C(C=CC2OC)/C=C/C(=O)C2=CC=C(C=C2)O)C=CC(=C1)Cl